(5-isopropyl-1H-pyrazol-3-yl)[(1R,5S,6r)-6-(4-methoxy-5,5-dimethyl-4,5-dihydro-1,2-oxazol-3-yl)-3-azabicyclo[3.1.0]hex-3-yl]methanone C(C)(C)C1=CC(=NN1)C(=O)N1C[C@H]2C([C@H]2C1)C1=NOC(C1OC)(C)C